O=C1NC(CCC1N1C(C2=CC=CC(=C2C1=O)NCCCCCCO)=O)=O 6-((2-(2,6-dioxopiperidin-3-yl)-1,3-dioxoisoindolin-4-yl)amino)hexanol